4-carbamoylbutanoate C(N)(=O)CCCC(=O)[O-]